NC=1C=C(C[C@H](N)C(=O)O)C=CC1 3-amino-L-phenylalanine